tert-butyl (4-(6-amino-4-((3-chloro-4-(pyridin-2-ylmethoxy)phenyl)amino)quinazolin-7-yl)-2-methylbut-3-yn-2-yl)(methyl)carbamate NC=1C=C2C(=NC=NC2=CC1C#CC(C)(C)N(C(OC(C)(C)C)=O)C)NC1=CC(=C(C=C1)OCC1=NC=CC=C1)Cl